methyl 5-fluoro-2-(iodomethyl)-2,3-dihydrobenzofuran-7-carboxylate FC=1C=C(C2=C(CC(O2)CI)C1)C(=O)OC